OCCCC1=C(C2=CC=CC=C2C=C1[N+](=O)[O-])C(=O)O (3-hydroxypropyl)-3-nitro-1-naphthoic acid